C(CCCCCCCCCCCCC)N1C(=C(C(C2=C(C=C(C=C12)OC1OCCCC1)OC1OCCCC1)=O)OC1OCCCC1)C1=CC=CC=C1 N-tetradecyl-2-phenyl-3,5,7-tritetrahydropyranyloxyquinolin-4-one